NC1=C(C(=NN1C)C1CC2CC(CC2C1)(C1=CN=NN1C)O)C(=O)NC1=CC(=C(C=C1)F)Cl 5-Amino-N-(3-chloro-4-fluorophenyl)-3-(5-hydroxy-5-(1-methyl-1H-1,2,3-triazol-5-yl)octahydropentalen-2-yl)-1-methyl-1H-pyrazole-4-carboxamide